8-((2s,5r)-4-(1-(4-fluoro-2-methoxyphenyl)ethyl)-2,5-dimethylpiperazin-1-yl)-5-methyl-6-oxo-5,6-dihydro-1,5-naphthyridine-2-carbonitrile FC1=CC(=C(C=C1)C(C)N1C[C@@H](N(C[C@H]1C)C1=CC(N(C=2C=CC(=NC12)C#N)C)=O)C)OC